3-[tris(3-sulfopropyl)]ammoniopropyldimethylsilyl oxide S(=O)(=O)(O)CCC[N+](CCC[Si](C)(C)O[Si](CCC[N+](CCCS(=O)(=O)O)(CCCS(=O)(=O)O)CCCS(=O)(=O)O)(C)C)(CCCS(=O)(=O)O)CCCS(=O)(=O)O